N=1C(N=CC=2C1C=CN2)=O pyrrolo-pyrimidin-2-on